diethyl-4-toluenesulfonamide C(C)C(C1=CC=C(C=C1)S(=O)(=O)N)CC